BrC=1C=CC(=NC1F)NC(=O)[C@H](C(C1CC1)C1CC1)NC(OC(C)(C)C)=O Tert-butyl N-[(1S)-1-[(5-bromo-6-fluoro-2-pyridyl)carbamoyl]-2,2-dicyclopropyl-ethyl]carbamate